O(P(OC\C=C(/C)\CCC=C(C)C)(=O)OP(=O)([O-])[O-])C\C=C(/C)\CCC=C(C)C bisgeranyl pyrophosphate